CC1=C(C(=C(C=C1[2H])O)[2H])[2H] 4-Methyl-phenol-d3